C=C(C(=O)OC(C)(C)C)CC tert-butyl 2-methylenebutyrate